O[C@H]1C=2C=CC(=NC2CC[C@@H]1[C@H]1N2C(C3=CC=CC=C13)=CN=C2)C(=O)N (5R,6R)-5-hydroxy-6-((R)-5H-imidazo[5,1-a]Isoindol-5-yl)-5,6,7,8-tetrahydroquinoline-2-carboxamide